C(C)OC1=CC2=CC=CC=C2C=C1 2-ethoxynaphthalen